OCCOC1=CC=C2C(=N1)CN(C2)C2=C(C(NN=C2)=O)C(F)(F)F 5-(2-(2-Hydroxyethoxy)-5,7-dihydro-6H-pyrrolo[3,4-b]pyridin-6-yl)-4-(trifluoromethyl)pyridazin-3(2H)-one